1-(heptadecan-9-yloxy)-2-((((4-nitrophenoxy)carbonyl)oxy)methyl)-l-1-oxoundecyl (9Z,12Z)-octadeca-9,12-dienoate C(CCCCCCC\C=C/C\C=C/CCCCC)(=O)OC(C(=O)OC(CCCCCCCC)CCCCCCCC)(CCCCCCCCC)COC(=O)OC1=CC=C(C=C1)[N+](=O)[O-]